COC1=CC(=C(C=C1NC1=NC=NC(=C1)N1OCC[C@@H]1C1=CC(=CC=C1)OC1=CC=CC=C1)NC(C=C)=O)N1CCC(CC1)N1CCCC1 (R)-N-(4-methoxy-5-((6-(3-(3-phenoxyphenyl)isoxazolidin-2-yl)pyrimidin-4-yl)amino)-2-(4-(pyrrolidin-1-yl)piperidin-1-yl)phenyl)acrylamide